ClC1=C(C=C(C=C1)C(CC(=O)O)CCCCCCC1=NC=2NCCCC2C=C1)C(F)(F)F 3-(4-chloro-3-(trifluoromethyl)phenyl)-9-(5,6,7,8-tetrahydro-1,8-naphthyridin-2-yl)nonanoic acid